2-(6-fluoro-1-methyl-1H-indol-4-yl)-6,7-dimethoxy-4-(piperidine-1-carbonyl)isoquinolin-1(2H)-one FC1=CC(=C2C=CN(C2=C1)C)N1C(C2=CC(=C(C=C2C(=C1)C(=O)N1CCCCC1)OC)OC)=O